N-(6-(1,1-difluoroethyl)-5-fluoropyridin-2-yl)-1,1-diphenylmethanimine FC(C)(F)C1=C(C=CC(=N1)N=C(C1=CC=CC=C1)C1=CC=CC=C1)F